C(C)(=O)N[C@@H](CCCC(=O)O)C(=O)N[C@H](C(=O)NCC1=C(C=CC(=C1)OCCC1CNCCO1)C)CCC1=CC=CC=C1 (5S)-5-acetamido-6-(((2S)-1-((2-methyl-5-(2-(morpholin-2-yl)ethoxy)benzyl)amino)-1-oxo-4-phenylbutan-2-yl)amino)-6-oxohexanoic acid